ClC=1C=C(COC2=C(C=CC(=C2)B2OC(C(O2)(C)C)(C)C)NS(=O)(=O)C(F)F)C=CC1 N-(2-((3-chlorobenzyl)oxy)-4-(4,4,5,5-tetramethyl-1,3,2-dioxaborolan-2-yl)phenyl)-1,1-difluoromethanesulfonamide